1-((2S,5R)-5-((5-((3S,5S)-1,1-difluorospiro[2.4]heptan-5-yl)-7H-pyrrolo[2,3-d]pyrimidin-4-yl)amino)-2-methylpiperidin-1-yl)prop-2-en-1-one FC1(C[C@]12C[C@H](CC2)C2=CNC=1N=CN=C(C12)N[C@@H]1CC[C@@H](N(C1)C(C=C)=O)C)F